BrC=1C=C2C3(C(N(C2=CC1)CC(=O)NCCCC(=O)O)=O)CCCC3 4-(2-(5'-bromo-2'-oxospiro[cyclopentane-1,3'-indolin]-1'-yl)acetamido)butanoic acid